COC=1C(=C2C=CNC2=C(C1)C)CN1C(CN(CC1)CCC)C1=CC=C(C(=O)O)C=C1 4-(1-((5-Methoxy-7-methyl-1H-indol-4-yl)methyl)-4-propylpiperazin-2-yl)benzoic acid